Aminoperoxide NOON